N1=C(C=CC=C1)C1SSC=C1 2-pyridyldithiol